4-((2-methoxy-3-(1-methyl-1H-1,2,4-triazol-3-yl)phenyl)amino)-N-(methyl-d3)-6-(5-methyl-1H-imidazol-2-yl)pyridazine-3-carboxamide COC1=C(C=CC=C1C1=NN(C=N1)C)NC1=C(N=NC(=C1)C=1NC(=CN1)C)C(=O)NC([2H])([2H])[2H]